FC1([C@H](C1)C1=CC=C(C=C1)CC(=O)N[C@H](C)C=1C=C2C(=CN1)N(N=C2)CC(F)(F)F)F |o1:2| 2-(4-((R or S)-2,2-difluorocyclopropyl)phenyl)-N-((R)-1-(1-(2,2,2-trifluoroethyl)-1H-pyrazolo[3,4-c]pyridin-5-yl)ethyl)acetamide